C(#N)C=1C=C(C=CC1)NC(=O)C=1N(N=C2C=CC=CC12)CC1CCC(CC1)(F)F N-(3-cyanophenyl)-2-((4,4-difluorocyclohexyl)methyl)-2H-indazole-3-carboxamide